(E)-3-(butoxymethyl)-4-((5-(dimethylamino)thiophen-2-yl)methylene)isoxazol-5(4H)-one C(CCC)OCC\1=NOC(/C1=C/C=1SC(=CC1)N(C)C)=O